benzyl (7-amino-5-((3S)-2-((R)-3-cyclohexyl-2-(4-(methylsulfonyl)benzamido)propanoyl)-2-azabicyclo[2.2.1]heptane-3-carboxamido)-6-hydroxy-7-oxoheptyl)carbamate NC(C(C(CCCCNC(OCC1=CC=CC=C1)=O)NC(=O)[C@H]1N(C2CCC1C2)C([C@@H](CC2CCCCC2)NC(C2=CC=C(C=C2)S(=O)(=O)C)=O)=O)O)=O